O1[C@@H](COCC1)COC=1C=C(C(=O)N[C@H](C)C=2N=NC(=CC2)C(F)(F)F)C=C(C1)C=1SC(=CN1)C 3-[(2S)-1,4-dioxan-2-ylmethoxy]-5-(5-methyl-1,3-thiazol-2-yl)-N-{(1R)-1-[6-(trifluoromethyl)pyridazin-3-yl]ethyl}benzamide